2-(2,3,5,6-tetrakis(3,6-dimethyl-9H-carbazol-9-yl)-4-(2,6-diphenylpyrimidin-4-yl)phenyl)benzo[d]oxazole CC=1C=CC=2N(C3=CC=C(C=C3C2C1)C)C1=C(C(=C(C(=C1N1C2=CC=C(C=C2C=2C=C(C=CC12)C)C)C1=NC(=NC(=C1)C1=CC=CC=C1)C1=CC=CC=C1)N1C2=CC=C(C=C2C=2C=C(C=CC12)C)C)N1C2=CC=C(C=C2C=2C=C(C=CC12)C)C)C=1OC2=C(N1)C=CC=C2